Cl.NC/C(/CN1N=CN(C1=O)CC=1SC(=CC1)C1=CC=2N(C=C1)N=CN2)=C\F 2-[(2E)-2-(aminomethyl)-3-fluoroprop-2-en-1-yl]-4-{[5-([1,2,4]triazolo[1,5-a]pyridin-7-yl)thiophen-2-yl]methyl}-2,4-dihydro-3H-1,2,4-triazol-3-one hydrochloride